N-(4-(6-cyanopyrazin-2-yl)-2-fluorophenyl)-2-(2-(cyclopropanesulfonylamino)thiazol-4-yl)-2-methylpropanamide C(#N)C1=CN=CC(=N1)C1=CC(=C(C=C1)NC(C(C)(C)C=1N=C(SC1)NS(=O)(=O)C1CC1)=O)F